O[C@H](CC(=O)N1CCC(CC1)C=1C=C2C(=C(NC2=CC1)C=1C=C(C=2N(C1)N=NN2)C)C(C)C)C (S)-3-hydroxy-1-(4-(3-isopropyl-2-(8-methyltetrazolo[1,5-a]pyridin-6-yl)-1H-indol-5-yl)piperidin-1-yl)butan-1-one